OC[C@H](C1=CC=CC=C1)NC1=CC(=NC=C1C1=NC=NO1)NC1=CC=C2C(=N1)C(OB2O)(C)C (S)-5-((4-((2-hydroxy-1-phenylethyl)amino)-5-(1,2,4-oxadiazol-5-yl)pyridin-2-yl)amino)-3,3-dimethyl-[1,2]oxaborolo[4,3-b]pyridin-1(3H)-ol